C1(=CC=CC=C1)OC(N(C1=CC=CC=C1)C1=NNC=N1)=O phenyl-1H-1,2,4-triazol-3-yl-phenyl-carbamate